C(CC#C)NC(CC(CN(S(=O)(=O)C)C1CCN(CC1)C(C)C1=CC=CC2=CC=CC=C12)O)=O N-(but-3-yn-1-yl)-3-hydroxy-4-(N-(1-(1-(naphthalen-1-yl)ethyl)piperidin-4-yl)methanesulfonamido)butanamide